3-chloro-N-(1-(5-(6-ethoxy-1H-pyrazolo[3',4':3,4]pyrazolo[1,5-a]pyridin-4-yl)pyridin-2-yl)-4-methylpiperidin-4-yl)2-pyridinecarboxamide ClC=1C(=NC=CC1)C(=O)NC1(CCN(CC1)C1=NC=C(C=C1)C=1C=2N(C=C(C1)OCC)N=C1C2C=NN1)C